4-({[2-(2,6-dioxopiperidin-3-yl)-1-oxo-3H-isoindol-4-yl]oxy}methyl)benzaldehyde O=C1NC(CCC1N1C(C2=CC=CC(=C2C1)OCC1=CC=C(C=O)C=C1)=O)=O